1,1-bis[4-(2-hydroxyethoxy)phenyl]cyclohexaneN OCCOC1=CC=C(C=C1)C1(C=CCCC1)C1=CC=C(C=C1)OCCO